2-(pyridin-2-yl)oxazole N1=C(C=CC=C1)C=1OC=CN1